tribromo-2-hydroxypyrene BrC=1C2=C(C(=C(C3=CC=C4C=CC=C(C1)C4=C32)Br)O)Br